BrC1=C(OC=2C=C(C=CC2)CCCC2CCN(CC2)C(=O)OC(C)(C)C)C=CC(=C1)S(=O)(=O)C tert-butyl 4-[3-[3-(2-bromo-4-methylsulfonyl-phenoxy)phenyl]propyl]piperidine-1-carboxylate